ClC1=NC2=C(C=3C=NC=CC13)NN=C2C(=O)OCC ethyl 5-chloro-1H-pyrazolo[4,3-c][2,6]naphthyridine-3-carboxylate